tert-Butyl N-[N-(7,8-dichloro-2-oxo-3,4,5,6-tetrahydro-1H-azepino[4,5-b]indole-10-carbonyl)carbamimidoyl]carbamate ClC1=C(C=C(C=2C3=C(NC12)CCNC(C3)=O)C(=O)NC(=N)NC(OC(C)(C)C)=O)Cl